2,5,6,7-tetrahydro-1,3-oxazepin O1CN=CCCC1